4-(4-phenoxyphenyl)piperidine O(C1=CC=CC=C1)C1=CC=C(C=C1)C1CCNCC1